(1,3-dioxo-3a,4,5,6,7,7a-hexahydroisoindol-2-yl)thieno[3,4-b]thiophene-3-carboxylic acid tert-butyl ester C(C)(C)(C)OC(=O)C=1C=2C(SC1N1C(C3CCCCC3C1=O)=O)=CSC2